C(C)(C)(C)C1=NN2C(N=C(C=C2)N2C3(CC3)CCC2)=C1C(=O)O Tert-butyl-5-(4-azaspiro[2.4]heptane-4-yl)pyrazolo[1,5-a]pyrimidine-3-carboxylic acid